(R)-4-(2-fluorobenzyl)-N-((1-methylpyrrolidin-3-yl)methyl)-3,4-dihydroquinoxaline FC1=C(CN2CCN(C3=CC=CC=C23)C[C@H]2CN(CC2)C)C=CC=C1